2-(11,11-dimethyl-11H-benzo[b]fluoren-2-yl)-4,4,5,5-tetramethyl-1,3,2-dioxaborolan CC1(C=2C=C(C=CC2C=2C=C3C(=CC12)C=CC=C3)B3OC(C(O3)(C)C)(C)C)C